C[C@H]1CC[C@@H](N(C1)C(C(=O)OCC(F)(F)F)=O)C=1C=CC2=C(N=C(S2)C2CC(N(CC2)C)(C)C)C1 2,2,2-trifluoroethyl 2-((2R,5S)-5-methyl-2-(2-(1,2,2-trimethylpiperidin-4-yl)benzo[d]thiazol-5-yl)piperidin-1-yl)-2-oxoacetate